N1-(1-(m-tolyl)-1H-indazol-6-yl)ethane-1,2-diamine C1(=CC(=CC=C1)N1N=CC2=CC=C(C=C12)NCCN)C